[Si](C)(C)(C(C)(C)C)OC([C@@]12CCC[C@H]1[C@@H]1CC=C3CCCC[C@]3(C)[C@H]1CC2)(OC2OCCC2)O[Si](C)(C)C(C)(C)C (1S,3R)-di(tert-butyldimethylsilyloxy)-(20S)-tetrahydrofuryloxy-androst-5-ene